(E)-1-(2,4-Dichlorophenyl)-3-(4-hydroxyphenyl)prop-2-en-1-one ClC1=C(C=CC(=C1)Cl)C(\C=C\C1=CC=C(C=C1)O)=O